BrC1=C(C=C(C(=C1)CBr)Cl)F 1-bromo-5-(bromomethyl)-4-chloro-2-fluorobenzene